N-methyl-5-(4-((7-methyl-5-oxo-5,7-dihydro-4H-pyrazolo[4,3-d]thieno[3,2-b]pyridin-2-yl)methyl)piperazin-1-yl)pyridine CN1CC=CC(=C1)N1CCN(CC1)CC1=CC=2NC(C=3C(C2S1)=CN(N3)C)=O